FC1=C(C(=O)N[C@H](C(=O)O)CC2=C3C=CC=NC3=C(C=C2)C=2C(N(C3=CC=CC=C3C2OC)C)=O)C(=CC=C1)F (S)-2-(2,6-difluorobenzoylamino)-3-(4-methoxy-1-methyl-2-oxo-1,2-dihydro-[3,8'-biquinoline]-5'-yl)propionic acid